N(=O)N1CCC2(CN(C2)C(=O)OC(C)(C)C)CC1 tert-butyl 7-nitroso-2,7-diazaspiro[3.5]nonane-2-carboxylate